C(CCC=C)OC1=CC=C(C=C1)OC1=CC=CC=C1 1-(4-penten-1-yloxy)-4-phenoxybenzene